FC1=C(C(=O)N)C(=CC(=C1)OC)F 2,6-difluoro-4-methoxybenzamide